3-aminopropyl-1,3-propylenediamine NCCCNCCCN